C(C)C1=CCC=CC1 ethyl-1,4-cyclohexadiene